3,3-dimethyl-7-(((1-methylcyclobutyl)amino)methyl)-2,3-dihydrofuro[3,2-b]pyridine-5-carboxylic acid methyl ester COC(=O)C1=CC(=C2C(=N1)C(CO2)(C)C)CNC2(CCC2)C